C(C1=CC=CC=C1)[C@@H]1[C@H]([C@@H](OC(C(COC1=O)NC(=O)C1=NC=CC(=C1O)OC)=O)C)OC(C(C)C)=O [(6S,7R,8R)-8-benzyl-3-[(3-hydroxy-4-methoxy-pyridine-2-carbonyl)amino]-6-methyl-4,9-dioxo-1,5-dioxonan-7-yl]2-methylpropanoate